C(C1=CC=CC=C1)N1[C@H]2CC([C@@H](C1)C2)C=2C=C1CN(C(C1=CC2)=O)C2C(NC(CC2)=O)=O 3-(5-((1S,4S)-2-benzyl-2-azabicyclo[2.2.1]heptan-5-yl)-1-oxoisoindolin-2-yl)piperidine-2,6-dione